CNCCN1N=C(C=C1)C=1C=NC2=CC=C(N=C2C1)C=1N=CNC1C1=NC(=CC=C1)C N-methyl-2-[3-[6-[5-(6-methyl-2-pyridyl)-1H-imidazol-4-yl]-1,5-naphthyridin-3-yl]pyrazol-1-yl]ethanamine